4-chloro-6-(4-fluorophenyl)pyrimidin-2-amine ClC1=NC(=NC(=C1)C1=CC=C(C=C1)F)N